2-[(tert-butoxycarbonyl) (prop-2-en-1-yl)amino]pent-4-en-1-yl 4-nitrobenzoate [N+](=O)([O-])C1=CC=C(C(=O)OCC(CC=C)N(CC=C)C(=O)OC(C)(C)C)C=C1